(3-bromophenyl)-1-(6-methoxy-9H-pyrido[3,4-b]indol-1-yl)prop-2-en-1-one BrC=1C=C(C=CC1)C(C(=O)C1=NC=CC2=C1NC1=CC=C(C=C21)OC)=C